((2R,3R)-3-(2-chlorophenyl)-1,4-dioxaspiro[4.5]dec-2-yl)methanol ClC1=C(C=CC=C1)[C@@H]1[C@H](OC2(O1)CCCCC2)CO